methyl 3-[[1-(2,2,2-trifluoroethyl)piperidin-4-yl]methyl]-1,2-oxazole-5-carboxylate Methyl-3-(piperidin-4-ylmethyl)-1,2-oxazole-5-carboxylate hydrochloride Cl.COC(=O)C1=CC(=NO1)CC1CCNCC1.FC(CN1CCC(CC1)CC1=NOC(=C1)C(=O)OC)(F)F